(pyrazin-2-ylmethyl)quinazoline-2,4-diamine N1=C(C=NC=C1)CC1=C2C(=NC(=NC2=CC=C1)N)N